C(C=CCCC(=O)O)(=O)O 2-Hexendioic Acid